CSC1=C2C=CN(C2=CC=C1)S(=O)(=O)C1=CC=C(C)C=C1 4-(methylsulfanyl)-1-tosyl-1H-indole